OC1=C(C=C(C2=CC=CC=C12)O)C(=O)[O-] ls-1,4-dihydroxy-2-naphthoate